l-2-(2,6-dioxopiperidin-3-yl)-1,3-dioxo-2,3-dihydro-1H-isoindol O=C1NC(CC[C@@H]1N1C(C2=CC=CC=C2C1=O)=O)=O